(R)-(-)-glycidyl benzenesulfonate C1(=CC=CC=C1)S(=O)(=O)OC[C@H]1CO1